N1C2=C(NCC1)C=CC=C2 Tetrahydrobenzo[b]pyrazine